(S)-2-(5-fluoropyridin-2-yl)morpholin-5,5-d2 FC=1C=CC(=NC1)[C@@H]1CNC(CO1)([2H])[2H]